2-(2,6-dimethyl-4-{3-[4-(methylthio)phenyl]-3-oxoprop-1-yl}phenoxy)-2-methylpropanoic acid CC1=C(OC(C(=O)O)(C)C)C(=CC(=C1)CCC(=O)C1=CC=C(C=C1)SC)C